O1C2=C(NC(C1)=O)N=CC=N2 pyrazino[2,3-b][1,4]oxazin-3-one